4-chloro-1,3,5-triazin-2-ol ClC1=NC(=NC=N1)O